6-(2-amino-5-(4-(4-((2,2-difluorocyclopropyl)meth-yl)piperazin-1-yl)phenyl)-6-fluoropyridin-3-yl)-3,4-dihydroisoquinolin-1(2H)-one NC1=NC(=C(C=C1C=1C=C2CCNC(C2=CC1)=O)C1=CC=C(C=C1)N1CCN(CC1)CC1C(C1)(F)F)F